1-azido-4-(methylsulfanyl)pentane N(=[N+]=[N-])CCCC(C)SC